4-formylbenzenesulfonyl fluoride C(=O)C1=CC=C(C=C1)S(=O)(=O)F